N-(3',4'-dichloro-5-fluorobiphenyl-2-yl)-1-methyl-3-trifluoromethyl-1H-pyrazole-4-carboxamide ClC=1C=C(C=CC1Cl)C1=C(C=CC(=C1)F)NC(=O)C=1C(=NN(C1)C)C(F)(F)F